rel-3(R)-(2(R)-hydroxy-2-phenylethyl)-4(S)-(4-methoxyphenyl)-1-phenyl-2-azetidinone O[C@H](C[C@H]1C(N([C@@H]1C1=CC=C(C=C1)OC)C1=CC=CC=C1)=O)C1=CC=CC=C1 |o1:1,3,6|